4-[(3R)-3-[[6-(4-hydroxy-2,3-dihydrobenzofuran-5-yl)-5-methyl-1,2,4-triazin-3-yl]amino]-1-piperidyl]butanoic acid OC1=C(C=CC2=C1CCO2)C2=C(N=C(N=N2)N[C@H]2CN(CCC2)CCCC(=O)O)C